2-((2-chloro-6-(3-((2-(2,6-dioxopiperidin-3-yl)-1-oxoisoindolin-5-yl)methyl)ureido)phenoxy)methyl)acrylic acid ClC1=C(OCC(C(=O)O)=C)C(=CC=C1)NC(=O)NCC=1C=C2CN(C(C2=CC1)=O)C1C(NC(CC1)=O)=O